tert-butyl (2-((4-(tert-butyl)-3,5-difluorophenyl)amino)-1-(1-methyl-1H-indazol-5-yl)-2-oxoethyl)carbamate C(C)(C)(C)C1=C(C=C(C=C1F)NC(C(C=1C=C2C=NN(C2=CC1)C)NC(OC(C)(C)C)=O)=O)F